N-cyclopropyl-2-phenyl-7-((pyridin-4-ylmethyl)amino)-1H-indole-5-carboxamide C1(CC1)NC(=O)C=1C=C2C=C(NC2=C(C1)NCC1=CC=NC=C1)C1=CC=CC=C1